4,4-dimethylisoxazol CC1(C=NOC1)C